ClC=1C=C(C=C(C1)Cl)NC(=O)NC1=C(C(=CC=C1)F)CO 1-(3,5-dichlorophenyl)-3-(3-fluoro-2-hydroxymethylphenyl)urea